8-(5-(1-methylcyclohexyloxycarbonyl)-2-norbornyloxycarbonyl)-tetracyclo[4.4.0.12,5.17,10]-3-dodecene CC1(CCCCC1)OC(=O)C1C2CC(C(C1)C2)OC(=O)C2C1C3C4C=CC(C3C(C2)C1)C4